[Co].[Cu].[Zn] zinc-copper-cobalt